Diethyl 5-[(2-t-butoxy-1,1-dimethyl-2-oxa-ethyl)aminoformamido]-3-methyl-thiophene-2,4-dicarboxylate C(C)(C)(C)OOC(C)(C)NC(=O)NC1=C(C(=C(S1)C(=O)OCC)C)C(=O)OCC